CC(C)(C)S(=O)N=CC1=NC=CC=C1C=1C=NN(C1)C 2-methyl-N-((3-(1-methyl-1H-pyrazol-4-yl)pyridin-2-yl)methylene)propane-2-sulfinamide